CC=1CC2(CCCCC2CC1C)C=O 6,7-dimethyl-2,3,4,5,8,8a-hexahydro-1H-naphthalene-4a-carbaldehyde